1-(5-(trifluoromethyl)pyrimidin-2-yl)piperidine-3-carbonitrile FC(C=1C=NC(=NC1)N1CC(CCC1)C#N)(F)F